CCCCCCCCCCBr N-decyl bromide